NC1=NC(N(C=C1F)[C@@H]1S[C@@]([C@H](C1)O)(CO)CF)=O 4-amino-5-fluoro-1-((2R,4S,5R)-5-(fluoromethyl)-4-hydroxy-5-(hydroxymethyl)tetrahydrothiophen-2-yl)pyrimidin-2(1H)-one